2,4,6-trimethylbenzoylphosphinic acid CC1=C(C(=O)P(O)=O)C(=CC(=C1)C)C